Cl.Cl.FC=1C=C(C=CC1OC)C(C(C)C)N1[C@@H](CN[C@H](C1)C)C (2R,5S)-1-(1-(3-Fluoro-4-methoxyphenyl)-2-methylpropyl)-2,5-dimethylpiperazine Dihydrochloride